N(N)C(=O)C1=CC=C(CN(S(=O)(=O)C)C=2SC=3CN(CCC3N2)C)C=C1 N-(4-(hydrazinecarbonyl)benzyl)-N-(5-methyl-4,5,6,7-tetrahydrothiazolo[5,4-c]pyridin-2-yl)methanesulfonamide